3-(4-{4-[bis(4-fluorophenyl)methyl]piperazine-1-sulfonyl}phenyl)-1-(pyridin-3-ylmethyl)urea FC1=CC=C(C=C1)C(N1CCN(CC1)S(=O)(=O)C1=CC=C(C=C1)NC(NCC=1C=NC=CC1)=O)C1=CC=C(C=C1)F